FC(C(=C)C(F)(F)F)(F)F 2-trifluoromethyl-3,3,3-trifluoropropylene